(S)-2-((((9H-fluoren-9-yl)methoxy)carbonyl)amino)-4-(2-((tert-butoxycarbonyl)amino)pyridin-4-yl)butanoic acid C1=CC=CC=2C3=CC=CC=C3C(C12)COC(=O)N[C@H](C(=O)O)CCC1=CC(=NC=C1)NC(=O)OC(C)(C)C